methyl (2S)-3-[(3R)-5,5-dimethyl-2-oxo-pyrrolidin-3-yl]-2-[[2-(7-fluoro-4-methoxy-1H-indole-2-carbonyl)-2-azaspiro[4.5]decane-3-carbonyl]amino]propanoate CC1(C[C@H](C(N1)=O)C[C@@H](C(=O)OC)NC(=O)C1N(CC2(C1)CCCCC2)C(=O)C=2NC1=C(C=CC(=C1C2)OC)F)C